2,5-dimethyl-4-heptanone CC(C)CC(C(CC)C)=O